capraldehyde hydrochloride Cl.C(=O)CCCCCCCCC